FC(CN1N=C(C(=C1)N)OC)F 1-(2,2-difluoroethyl)-3-methoxy-1H-pyrazol-4-amine